COC(=O)C=1N(C2=C(CNCC2)N1)CC1=C(C=CC=C1)C(F)(F)F 1-[[2-(trifluoromethyl)phenyl]methyl]-1H,4H,5H,6H,7H-imidazo[4,5-c]pyridine-2-carboxylic acid methyl ester